Benzyl 2-((3aS,6R)-6-ethyl-3-oxo-3a-propyl-1,3,3a,4,5,6-hexahydroisobenzofuran-1-yl)acetate C(C)[C@@H]1CC[C@@]2(C(OC(C2=C1)CC(=O)OCC1=CC=CC=C1)=O)CCC